1,6-dimethylpiperidin-3-amine CN1CC(CCC1C)N